2-(4,6-dichloro-2-methyl-imidazo[4,5-c]pyridin-1-yl)cyclopentanol ClC1=NC(=CC2=C1N=C(N2C2C(CCC2)O)C)Cl